C(#N)[C@]1([C@H](C1)C)N1C(=CC=2C1=CN=C(C2)[C@@H]2CC(OCC2)(C)C)C(=O)N(C2=CC=CC=C2)C 1-((1S,2S)-1-cyano-2-methylcyclopropyl)-5-((S)-2,2-dimethyltetrahydro-2H-pyran-4-yl)-N-methyl-N-phenyl-1H-pyrrolo[2,3-c]pyridine-2-carboxamide